C1(=CC=CC=C1)[Si](O[Si](OC)(OC)OC)(OC)C1=CC=CC=C1 Di(phenyl)tetramethoxydisiloxane